C(CC)C1=CC=C(C=N1)C1=C(C=CC=C1)O 2-(6-propylpyridin-3-yl)phenol